P(=O)(O)(O)O.C(CCCCCCCC=CCCCCCCCC)OCCCCCCCCC=CCCCCCCCC 9-octadecenyl ether phosphate